CC1=CN(C2=NC=C(C=C21)NC(C=C)=O)C(C2=CC=C(C=C2)C(F)(F)F)=O N-(3-methyl-1-(4-(trifluoromethyl)benzoyl)-1H-pyrrolo[2,3-b]pyridin-5-yl)acrylamide